C(C)(C)(C)OC(=O)N1CC2(C1)CCN(CC2)C\C=C\C(=O)OC (E)-7-(4-methoxy-4-oxo-but-2-en-1-yl)-2,7-diazaspiro[3.5]nonane-2-carboxylic acid tert-butyl ester